((4-(3-((tert-butyldimethylsilyl)oxy)propyl)piperazin-1-yl)methyl)benzaldehyde [Si](C)(C)(C(C)(C)C)OCCCN1CCN(CC1)CC1=C(C=O)C=CC=C1